4-Bromo-2-fluorophenylpyrrolidine-1-carboxylate BrC1=CC(=C(C=C1)OC(=O)N1CCCC1)F